C(C1=CC=CC=C1)OC[C@@H](C1=CC=CC=C1)N1C(C2=CC=CC=C2C1=O)=O (R)-2-(2-(benzyloxy)-1-phenylethyl)isoindoline-1,3-dione